CN1N=CC(=C1)C=1N=C(C=2N(C1)N=CC2)O[C@H]2CN(CC2)C(C#C)=O (R)-1-(3-((6-(1-methyl-1H-pyrazol-4-yl)pyrazolo[1,5-a]pyrazin-4-yl)oxy)pyrrolidin-1-yl)prop-2-yn-1-one